(2r,4s)-N-(5-(1-amino-3-cyclopropyl-1-(pyridin-2-yl)propyl)-2-fluorophenyl)-4-hydroxy-4-phenylpyrrolidine-2-carboxamide NC(CCC1CC1)(C1=NC=CC=C1)C=1C=CC(=C(C1)NC(=O)[C@@H]1NC[C@](C1)(C1=CC=CC=C1)O)F